7-((2-((6'-methoxy-2',3'-dihydro-1'H-spiro[cyclopropane-1,4'-isoquinolin]-7'-yl)amino)-5-(trifluoromethyl)pyrimidin-4-yl)amino)isoindolin-1-one COC=1C=C2C3(CNCC2=CC1NC1=NC=C(C(=N1)NC=1C=CC=C2CNC(C12)=O)C(F)(F)F)CC3